OC[C@H](C)N1C(C2=CC=CC=C2C1=O)=O 2-[(1S)-2-hydroxy-1-methyl-ethyl]isoindoline-1,3-dione